2,6-bis(3-methoxyazetidin-1-yl)benzaldehyde COC1CN(C1)C1=C(C=O)C(=CC=C1)N1CC(C1)OC